2-(6-((1-methylpiperidin-3-yl)amino)-4-(trifluoromethyl)pyridazin-3-yl)-5-(trifluoromethyl)phenol CN1CC(CCC1)NC1=CC(=C(N=N1)C1=C(C=C(C=C1)C(F)(F)F)O)C(F)(F)F